2-(2-Chloro-4,5-difluorophenyl)-N-[4-(4-cyano-1H-pyrazol-1-yl)-3-sulfamoylphenyl]acetamide Scandium zinc [Zn].[Sc].ClC1=C(C=C(C(=C1)F)F)CC(=O)NC1=CC(=C(C=C1)N1N=CC(=C1)C#N)S(N)(=O)=O